Cl.N[C@@H](CO)CCCN1CC2=C(N=CN=C2)CC1 (R)-2-amino-5-(7,8-dihydropyrido[4,3-d]pyrimidin-6(5H)-yl)pentan-1-ol hydrochloric acid salt